N[C@@H]1[C@@H](OCC12CCN(CC2)C2=C(C(N(C(=N2)C)C2=C(C(=CC=C2)Cl)Cl)=O)C)C 6-[(3S,4S)-4-amino-3-methyl-2-oxa-8-azaspiro[4.5]decan-8-yl]-3-(2,3-dichlorophenyl)-2,5-dimethyl-3,4-dihydropyrimidin-4-one